C1(=CC=CC2=CC=CC=C12)C1=C(C=CC=C1)N(C=1C2(C3=CC4=CC=CC=C4C3=CC1)C=CC=C1C3=CC=CC=C3C=C12)C1=C(C(=CC=2C3=CC=CC=C3CC12)C1=CC=CC=C1)C1=CC=CC=C1 (naphthylphenyl)(diphenylfluorenyl)(spirobifluorenyl)amine